(1s,4s)-4-(8-(2,4-dichloro-6-methylphenylamino)-2-(tetrahydro-2H-pyran-4-ylamino)-9H-purin-9-yl)cyclohexanecarboxamide ClC1=C(C(=CC(=C1)Cl)C)NC=1N(C2=NC(=NC=C2N1)NC1CCOCC1)C1CCC(CC1)C(=O)N